(4R)-N-[[6-[6-[(2s,6R)-2,6-dimethylmorpholin-4-yl]pyrazin-2-yl]-3-isoquinolyl]methyl]-4,9-difluoro-5,5-dioxo-3,4-dihydro-2H-1,5λ6-benzoxathiepine-7-carboxamide C[C@H]1CN(C[C@H](O1)C)C1=CN=CC(=N1)C=1C=C2C=C(N=CC2=CC1)CNC(=O)C=1C=C(C2=C(S([C@H](CCO2)F)(=O)=O)C1)F